7-isopropoxy-N-(1-methyl-2-oxo-1,2-dihydropyridin-3-yl)-2-(1-methyl-2-oxabicyclo[2.1.1]hex-4-yl)imidazo[1,2-a]pyrimidine-6-carboxamide C(C)(C)OC1=NC=2N(C=C1C(=O)NC=1C(N(C=CC1)C)=O)C=C(N2)C21COC(C2)(C1)C